4-chloro-1H-pyrazol ClC=1C=NNC1